COC(C1=C(C=CC=C1N/N=C/C=O)F)=O.O=C1NC2=CC(=CC=C2C=C1)OCCCCN1CCN(CC1)C 4-[(2-oxo-1,2-dihydroquinolin-7-yl)oxy]butyl-4-methylpiperazine methyl-(E)-2-fluoro-6-(2-(2-oxoethylidene)hydrazinyl)benzoate